C(C)[C@@H]1CN(CC=2C=CC(=NC12)OC1CCNCC1)C=1C=2N(C(=CC1)C#N)N=CC2 (R)-4-(8-Ethyl-2-(piperidin-4-yloxy)-7,8-dihydro-1,6-naphthyridin-6(5H)-yl)pyrazolo[1,5-a]pyridine-7-carbonitrile